N1(N=CC=C1)CC1=CC2=C(C(=NO2)NS(=O)(=O)C2=C(C=CC=C2OC)OC)C(=C1)OCC(F)(F)F N-(6-((1H-pyrazol-1-yl)methyl)-4-(2,2,2-trifluoroethoxy)benzo[d]isoxazol-3-yl)-2,6-dimethoxybenzenesulfonamide